N1-(3-((4-((4-chlorophenyl)(phenyl)methyl)piperazin-1-yl)methyl)-4-(trifluoromethyl)phenyl)-N1,N2,N2-trimethylethan-1,2-diamine ClC1=CC=C(C=C1)C(N1CCN(CC1)CC=1C=C(C=CC1C(F)(F)F)N(CCN(C)C)C)C1=CC=CC=C1